ClC1=C(N(C(C2=C(C=CC=C12)C1=CC=C(C=C1)N1N=CC=N1)=O)C1=CC=CC=C1)[C@H](C)NC=1C2=C(N=CN1)NC=CC2=O (S)-4-((1-(4-chloro-1-oxo-2-phenyl-8-(4-(triazol-2-yl)phenyl)-1,2-dihydroisoquinolin-3-yl)ethyl)amino)pyrido[2,3-d]pyrimidin-5(8H)-one